[N+](=O)([O-])C1=C(C=CC=C1)S(=O)(=O)O[C@@H](C(=O)NC=1SC2=C(C=C3C(=N2)OC(O3)(F)F)N1)C (R)-1-((2,2-difluoro-[1,3]dioxolo[4,5-b]thiazolo[4,5-e]pyridin-6-yl)amino)-1-oxopropan-2-yl 2-nitrobenzenesulfonate